N-(2-amino-2-oxoethyl)-2-(N,5,8,11,14,17,20,23,26,29-decamethyl-4,7,10,13,16,19,22,25,28-nonaoxo-2,5,8,11,14,17,20,23,26,29-decaazahentriacontan-31-amido)-N-methylacetamide NC(CN(C(CN(C(CN(C(CN(C(CN(C(CN(C(CN(C(CN(C(CN(C(CN(C(CN(C(CNC)=O)C)=O)C)=O)C)=O)C)=O)C)=O)C)=O)C)=O)C)=O)C)=O)C)=O)C)=O